5-(trifluoromethyl)-3H-dispiro[isobenzofuran-1,1'-cyclohexane-4',2''-[1,3]dioxolane] FC(C=1C=C2COC3(CCC4(OCCO4)CC3)C2=CC1)(F)F